[2H3]-morphine C1=CC(O)=C2C=3[C@@]45[C@@](O2)([C@@](O)(C(=C[C@H]4[C@@H](CC13)N(C)CC5)[2H])[2H])[2H]